BrC=1C=CC2=CN(N=C2C1)C1CCC(CC1)CCO 2-((1r,4r)-4-(6-Bromo-2H-indazol-2-yl)cyclohexyl)ethanol